L-fucosyl-(1→6)-α-D-mannopyranosyl-(1→3)-α-D-mannopyranose C1([C@@H](O)[C@H](O)[C@H](O)[C@@H](O1)C)OC[C@@H]1[C@H]([C@@H]([C@@H]([C@H](O1)O[C@@H]1[C@@H]([C@@H](O)O[C@@H]([C@H]1O)CO)O)O)O)O